C(C)(C)N1C(=NC2=NC=C(C=C21)C2=CNC1=NC=C(C=C12)CN1CCN(CC1)C)C 1-isopropyl-2-methyl-6-(5-((4-methylpiperazin-1-yl)methyl)-1H-pyrrolo[2,3-b]pyridin-3-yl)-1H-imidazo[4,5-b]pyridine